N-(3-(3-(1H-imidazol-2-yl)-7-methyl-1H-indazol-6-yl)-2-fluorophenyl)-5-fluoro-2-methylpyridine-3-sulfonamide N1C(=NC=C1)C1=NNC2=C(C(=CC=C12)C=1C(=C(C=CC1)NS(=O)(=O)C=1C(=NC=C(C1)F)C)F)C